CC=1CN(C2=CC=CC=C2N1)CCC1=CC=CC=C1 3-methyl-1-phenethyl-quinoxalin